4-((1-(3-chlorobenzyl)-5-(pyridin-3-yl)-1H-indole-7-carboxamido)methyl)benzoic acid ClC=1C=C(CN2C=CC3=CC(=CC(=C23)C(=O)NCC2=CC=C(C(=O)O)C=C2)C=2C=NC=CC2)C=CC1